COC=1C(=C2C=CNC2=C(C1)C)CN1C(CC2(CCCCO2)CC1)C1=CC=C(C(=O)O)C=C1 4-(9-((5-methoxy-7-methyl-1H-indol-4-yl)methyl)-1-oxa-9-azaspiro[5.5]undec-8-yl)benzoic acid